NC=1C=2N(C3=CC(=C(C=C3N1)C)C(=O)N(C)C1COCC3=NC(=CC=C31)N3CC(C(CC3)=C(F)F)(F)F)C=NC2 4-amino-N-[2-[4-(difluoromethylene)-3,3-difluoro-1-piperidinyl]-6,8-dihydro-5H-pyrano[3,4-b]pyridin-5-yl]-N,7-dimethyl-imidazo[1,5-a]quinoxaline-8-carboxamide